ClC1=CC=C(C(=O)C=2C(C(N3C2NCC3)(C3=CC=C(C=C3)C)O)=C3C(OC2=CC=CC=C2C3=O)=O)C=C1 3-(7-(4-chlorobenzoyl)-5-hydroxy-5-(p-tolyl)-2,3-dihydro-1H-pyrrolo[1,2-a]imidazol-6(5H)-ylidene)chroman-2,4-dione